C1(CC1)C=1C=C2C(=NC1)N(C=N2)CC2=CC1=C(OC(CO1)C=1C=NC(=CC1)OC)C=C2 6-cyclopropyl-3-((2-(6-methoxypyridin-3-yl)-2,3-dihydrobenzo[b][1,4]dioxin-6-yl)methyl)-3H-imidazo[4,5-b]pyridine